N1=NC2=NC=C3C=CC4=CC=C5C=CC6=CC=C1C1=C6C5=C4C3=C21 triazacoronene